7,7-dimethyl-7H-benzo[b]naphtho[1,2-d]silol-5-ol C[Si]1(C2=C(C3=C1C=C(C=1C=CC=CC13)O)C=CC=C2)C